(2r,4s)-4-hydroxypyrrolidine-2-carboxylic acid O[C@H]1C[C@@H](NC1)C(=O)O